(S)-4-(2-Amino-3-((2,6-dichloropyridin-4-yl)methoxy)-3-oxopropyl)benzoic acid hydrochloride Cl.N[C@@H](CC1=CC=C(C(=O)O)C=C1)C(=O)OCC1=CC(=NC(=C1)Cl)Cl